(S)-2-(4-(6-((4-chloro-2-fluorobenzyl)oxy)-4-(difluoromethyl)pyridin-2-yl)-2,5-difluorobenzyl)-1-(4,4-dimethyltetrahydrofuran-3-yl)-1H-benzo[d]imidazole-6-carboxylic acid ClC1=CC(=C(COC2=CC(=CC(=N2)C2=CC(=C(CC3=NC4=C(N3[C@@H]3COCC3(C)C)C=C(C=C4)C(=O)O)C=C2F)F)C(F)F)C=C1)F